(e)-3-(5-carbamoyl-4-chloro-1H-benzo[d]imidazol-2-yl)-4-chlorobenzo[b]thiophene-2-carboxylic acid ethyl ester C(C)OC(=O)C1=C(C2=C(S1)C=CC=C2Cl)C2=NC1=C(N2)C=CC(=C1Cl)C(N)=O